COC1=C(C=C2CCN(CC2=C1)C(C)=O)[N+](=O)[O-] (7-methoxy-6-nitro-3,4-dihydroisoquinolin-2(1H)-yl)ethan-1-one